(1-((4-(2-(4-((2-(2-oxa-6-azaspiro[3.3]heptan-6-yl)pyrimidin-4-yl)methoxy)phenyl)propan-2-yl)phenoxy)methyl)cyclopropyl)methylamine C1OCC12CN(C2)C2=NC=CC(=N2)COC2=CC=C(C=C2)C(C)(C)C2=CC=C(OCC1(CC1)CN)C=C2